dichloro-ethylether ClC(COCC(Cl)Cl)Cl